C(C)C1(NC(N(C(C1)=O)[C@@H]1CCOC2=CC=C(C=C12)C(=O)NC1C(OC2=C1C=CC=C2)(C(=O)OCC)C)=N)CC ethyl 3-[[(4R)-4-(4,4-diethyl-2-imino-6-oxo-hexahydropyrimidin-1-yl)chromane-6-carbonyl]amino]-2-methyl-3H-benzofuran-2-carboxylate